2',4'-bis(trifluoromethyl)acetophenone FC(C1=C(C=CC(=C1)C(F)(F)F)C(C)=O)(F)F